Cl.Cl.FC(C(=O)N1CCC(CC1)CC(C)(C)NC[C@H](O)C=1C=NC=C(C1)F)(F)F (R)-2,2,2-Trifluoro-1-(4-(2-((2-(5-fluoropyridin-3-yl)-2-hydroxyethyl)-amino)-2-methylpropyl)piperidin-1-yl)ethan-1-one dihydrochloride